tert-butyl ((pentafluorophenyl)sulfonyl)-D-alaninate FC1=C(C(=C(C(=C1S(=O)(=O)N[C@H](C)C(=O)OC(C)(C)C)F)F)F)F